2,2'-azobis(1-imino-1-pyrrolidinyl-2-methylpropane) dichloride [Cl-].[Cl-].N(=NC(C(=N)N1CCCC1)(C)C)C(C(N1CCCC1)=N)(C)C